[N+](=O)([O-])C1=C(NC2CCC(CC2)C(=O)OCC)C=CC(=C1)COC1OCCCC1 ethyl (1s,4s)-4-[2-nitro-4-(tetrahydropyran-2-yloxymethyl)anilino]cyclohexanecarboxylate